8-fluoro-4-(hydroxymethyl)-2-(((tetrahydro-2H-pyran-2-yl)oxy)methylene)-1,2-dihydro-6H-pyrrolo[3,2,1-ij]quinolin-6-one FC=1C=C2C(C=C(N3C2=C(C1)CC3=COC3OCCCC3)CO)=O